C(C=C)(=O)OC(C)C 2-acryloxypropane